FC1=CC=C(C=C1)C1=NOC(=C1C(=O)NC=1C(=NC(=CC1)N1C=NC=C1)OC)C 3-(4-fluorophenyl)-N-(6-imidazol-1-yl-2-methoxy-3-pyridinyl)-5-methyl-isoxazole-4-carboxamide